4-(trifluoromethyl)aniline hydroiodide I.FC(C1=CC=C(N)C=C1)(F)F